CC1=C(OC2=C(C=C(C=C2C1=O)C)[C@@H](C)NC1=C(C(=O)O)C=CC=C1)C1=CC=C(C=C1)CN1CC(N(CC1)C)=O (R)-2-((1-(3,6-dimethyl-2-(4-((4-methyl-3-oxopiperazin-1-yl)methyl)phenyl)-4-oxo-4H-chromen-8-yl)ethyl)amino)benzoic acid